N-[4-[[4-[[2-(6-methyl-2-pyridyl)pyrimidin-4-yl]amino]pyrimidin-2-yl]amino]phenyl]pyrrolidine-3-carboxamide CC1=CC=CC(=N1)C1=NC=CC(=N1)NC1=NC(=NC=C1)NC1=CC=C(C=C1)NC(=O)C1CNCC1